CN(CCCNS(=O)(=O)CCCCCCCC)C N-[3-(dimethylamino)-propyl]octyl-sulfonamide